C(C1=CC=CO1)C=CC(=O)O β-furfurylacrylic acid